O1COCC(C1)CC(=O)O 2-(1,3-dioxan-5-yl)acetic acid